(3,4-epoxycyclohexyl)ethyl-methyldimethoxysilane C1(CC2C(CC1)O2)CC[Si](OC)(OC)C